diphenylphosphinopropyl-(diphenyl)phosphine C1(=CC=CC=C1)P(C1=CC=CC=C1)CCCP(C1=CC=CC=C1)C1=CC=CC=C1